Glyceryl-Linoleate C(C(O)CO)OC(CCCCCCC\C=C/C\C=C/CCCCC)=O